OC1=C(C=CC(=C1)C=1OC2=CC(=C(C(=C2C(C1)=O)O)OC)OC)[O-] 2-hydroxy-4-(5-hydroxy-6,7-dimethoxy-4-oxo-4H-chromen-2-yl)phenolate